tributylammonium pyrophosphate salt [O-]P([O-])(=O)OP(=O)([O-])[O-].C(CCC)[NH+](CCCC)CCCC.C(CCC)[NH+](CCCC)CCCC.C(CCC)[NH+](CCCC)CCCC.C(CCC)[NH+](CCCC)CCCC